Ethyl 2-formylpropionate C(=O)C(C(=O)OCC)C